O1C(CCCC1)O[C@@H](C)C=1N(C=CN1)CC1=NOC(=C1)C1=CC=C(C=C1)C#CC1=CC=C(CNCC(=O)N)C=C1 2-((4-((4-(3-((2-((1S)-1-((tetrahydro-2H-pyran-2-yl)oxy)ethyl)-1H-imidazol-1-yl)methyl)isoxazol-5-yl)phenyl)ethynyl)benzyl)amino)acetamide